N-(2-chloro-4-methylbenzyl)-2-(2,5-dimethoxyphenyl)ethan-1-amine ClC1=C(CNCCC2=C(C=CC(=C2)OC)OC)C=CC(=C1)C